FC=1C=CC=2NC([C@H]3N(C2N1)CCN(C3)C(=O)OC(C)(C)C)=O tert-butyl (S)-2-fluoro-6-oxo-5,6,6a,7,9,10-hexahydro-8H-pyrazino[1,2-a]pyrido[3,2-e]pyrazine-8-carboxylate